tert-Butyl 3-(4-amino-2-chloropyridin-3-yl)-3-hydroxybutanoate NC1=C(C(=NC=C1)Cl)C(CC(=O)OC(C)(C)C)(C)O